6-methyl-5-(1-((1-methyl-1H-pyrazol-5-yl)methoxy)ethyl)indolizine-7-carboxylic acid CC1=C(N2C=CC=C2C=C1C(=O)O)C(C)OCC1=CC=NN1C